2-(2-ethoxyethoxy) ethylene acrylate C(C=C)(=O)O.C(C)OCCOC=C